2,4,6-triiodo-5-(2-methoxyacetylamino)-benzoic acid methyl ester COC(C1=C(C=C(C(=C1I)NC(COC)=O)I)I)=O